N-(3-hydroxy-4-(1H-tetrazol-5-yl)phenyl)-4-(5-(3-methylbenzyl)-2,4-dioxothiazolidin-3-yl)butanamide OC=1C=C(C=CC1C1=NN=NN1)NC(CCCN1C(SC(C1=O)CC1=CC(=CC=C1)C)=O)=O